2-(2-(2,3-dihydrobenzofuran-6-yl)-5-ethyl-7-oxo-6-(piperazin-1-yl)-[1,2,4]triazolo[1,5-a]pyrimidin-4(7H)-yl)-N-(4-(pentafluoro-λ6-sulfanyl)phenyl)acetamide O1CCC2=C1C=C(C=C2)C2=NN1C(N(C(=C(C1=O)N1CCNCC1)CC)CC(=O)NC1=CC=C(C=C1)S(F)(F)(F)(F)F)=N2